FC(N1C=NC2=C1C=C(C=C2)C2=CC(=NC=C2)NC(=O)C2CCN(CC2)CC)F N-(4-(1-(difluoromethyl)-1H-benzo[d]imidazol-6-yl)pyridin-2-yl)-1-ethylpiperidine-4-carboxamide